tert-butyl 1-((3-(oxazol-5-ylmethyl)ureido)methyl)-6-azaspiro[2.5]octane-6-carboxylate O1C=NC=C1CNC(NCC1CC12CCN(CC2)C(=O)OC(C)(C)C)=O